N-(tetrahydropyran-4-yl)pyridazine-3-carboxamide O1CCC(CC1)NC(=O)C=1N=NC=CC1